CS(=O)(=O)C1=C(C(=O)NC23CC(C2)(C3)C(F)(F)F)C=C(C=C1)C(F)(F)F 2-(methylsulfonyl)-5-(trifluoromethyl)-N-(3-(trifluoromethyl)bicyclo[1.1.1]pentan-1-yl)benzamide